(Z)-3-fluoro-N-(3-chlorophenyl)-3-indol-1-yl-acrylamide tert-butyl-(3-(difluoromethoxy)-5-((6-(difluoromethyl)pyridin-2-yl)carbamoyl)pyridin-2-yl)carbamate C(C)(C)(C)N(C(O)=O)C1=NC=C(C=C1OC(F)F)C(NC1=NC(=CC=C1)C(F)F)=O.F\C(=C/C(=O)NC1=CC(=CC=C1)Cl)\N1C=CC2=CC=CC=C12